F[C@@H]1C[C@@]2(CCCN2C1)COC=1N=C(C2=C(N1)CN(CC2)C2=C1C=NN(C1=CC1=C2C=CC=C1)C1OCCCC1)OC 4-(2-(((2R,7aS)-2-fluorohexahydro-1H-pyrrolizin-7a-yl)methoxy)-4-methoxy-5,6-dihydropyrido[3,4-d]pyrimidin-7(8H)-yl)-1-(tetrahydro-2H-pyran-2-yl)-1H-benzo[f]indazole